C(N)(OC1(C(C1)CC=C)C#N)=O prop-2-en-1-yl(1-cyanocyclopropyl) carbamate